3-(benzylamino)propyltrimethoxysilane C(C1=CC=CC=C1)NCCC[Si](OC)(OC)OC